1-(4-(((1-(4-(7-hydroxy-3-phenylchroman-4-yl)phenyl)piperidin-4-yl)(methyl)amino)methyl)phenyl)dihydropyrimidine-2,4(1H,3H)-dione OC1=CC=C2C(C(COC2=C1)C1=CC=CC=C1)C1=CC=C(C=C1)N1CCC(CC1)N(C)CC1=CC=C(C=C1)N1C(NC(CC1)=O)=O